[N+](=O)([O-])C1=CC=C(S1)C(=O)NC1=C2C(=NC(=N1)N1CCCC1)N(N=C2)C2=CC=CC=C2 5-Nitro-N-(1-phenyl-6-(pyrrolidin-1-yl)-1H-pyrazolo[3,4-d]pyrimidin-4-yl)thiophene-2-carboxamide